C(#C)C1=CC(=C(C=C1)C1=C(C=C(N=N1)NC(CNC)=O)C)O N-(6-(4-ethynyl-2-hydroxyphenyl)-5-methylpyridazin-3-yl)-2-(methylamino)acetamide